(3,5-dihydroxyphenyl)methanesulfonyl chloride OC=1C=C(C=C(C1)O)CS(=O)(=O)Cl